C(C1=CC=CC=C1)OC(=O)N[C@@H](C(=O)OCC1=CC=CC=C1)CNC(C1=CC(=CC(=C1)F)C1=CN=NN1CC)=O (R)-benzyl 2-(((benzyloxy)carbonyl)amino)-3-(3-(1-ethyl-1H-1,2,3-triazol-5-yl)-5-fluorobenzamido)propanoate